1-methoxylpropyl acetate C(C)(=O)OC(CC)OC